(R)-3-((1-(4-(3-(3-aminopiperidine-1-carbonyl)-5-(4-cyano-3-fluorophenyl)-1H-pyrazol-1-yl)phenyl)piperidin-4-yl)oxy)propyl dimethyl phosphate 2,2,2-trifluoroacetate FC(C(=O)O)(F)F.P(=O)(OCCCOC1CCN(CC1)C1=CC=C(C=C1)N1N=C(C=C1C1=CC(=C(C=C1)C#N)F)C(=O)N1C[C@@H](CCC1)N)(OC)OC